FS(=O)(=O)S=N fluorosulfonyl-sulfimide